Cl.C(#N)C1=CC=2N(N=C1)C(=CC2)C2=CC(=C(C=N2)C2=NN=C(S2)C2CCC(CC2)C(=O)O)NC 4-[5-(6-{3-cyanopyrrolo[1,2-b]pyridazin-7-yl}-4-(methylamino)pyridin-3-yl)-1,3,4-thiadiazol-2-yl]cyclohexane-1-carboxylic acid hydrochloride